1,3-dibromo-4,6-diiodobenzene BrC1=CC(=C(C=C1I)I)Br